C(C)(C)(C)C=1C=CC(=NC1)B(O)O (5-(tert-butyl)pyridin-2-yl)boronic acid